3-(3-(dimethylamino)-2-methylpropyl)phenol CN(CC(CC=1C=C(C=CC1)O)C)C